NC1=CC=C(C2=CC=CC=C12)C1=C(C(=O)N)C=CC(=C1)F (4-Aminonaphthalen-1-yl)-4-fluorobenzamide